C(CCCCCCCCCCCCCCC)(=O)OCC(=O)OC[C@@H]1O[C@@H](CCC1)C1=CC(=C(C=C1)Cl)C1=CC=C(C=C1)OCC (2R,3R,4R,5S,6S)-2-((2-hexadecanoyloxyacetoxy)methyl)-6-(4-chloro-3-(4-ethoxyphenyl)phenyl)tetrahydro-2H-pyran